OCOC1=C(C=CC=C1)C(C=CC1=CC=CC=C1)=O 1-[2-(Hydroxymethoxy)phenyl]-3-phenylprop-2-en-1-one